2-[[(2S)-2-[[(2S)-2-(9H-fluoren-9-ylmethoxycarbonylamino)propanoyl]amino]propanoyl]amino]acetic acid C1=CC=CC=2C3=CC=CC=C3C(C12)COC(=O)N[C@H](C(=O)N[C@H](C(=O)NCC(=O)O)C)C